C(C)(C)(C)OC(=O)N1CC=2C=CC(=NC2CC1CC1CCCCC1)S(=O)(=O)[O-].[Na+] Sodium 6-[(tert-butoxy) carbonyl]-7-(cyclohexylmethyl)-5,6,7,8-tetrahydro-1,6-naphthyridine-2-sulfonate